C1(CCC1)N1N=CC(=C1)C=1C(=NC=2N(C1)N=CC2C=2C=NC=C(C(=O)NC)C2)O[C@@H]2COCC2 (S)-5-(6-(1-Cyclobutyl-1H-pyrazol-4-yl)-5-((tetrahydrofuran-3-yl)oxy)pyrazolo[1,5-a]pyrimidin-3-yl)-N-methylnicotinamide